F[P-](F)(F)(F)(F)F.C(C)(C)C1=CC=2C(C3=CC=CC=C3SC2C=C1)=O 2-isopropylthioxanthone hexafluoro-phosphate